methyl 4-[5-fluoro-3-({3-fluoro-5-[methyl(methylimino)oxo-λ6-sulfanyl]phenyl}methoxy)pyridin-2-yl]-5-methylthiophene-2-carboxylate FC=1C=C(C(=NC1)C=1C=C(SC1C)C(=O)OC)OCC1=CC(=CC(=C1)S(=O)(=NC)C)F